NC1=NC=CC(=N1)C1=C(N=C(S1)C1CCC2(CNC2)CC1)C=1C(=C(C=CC1)C(CC)S(=O)(=O)N)F {3-[5-(2-aminopyrimidin-4-yl)-2-{2-azaspiro[3.5]nonan-7-yl}-1,3-thiazol-4-yl]-2-fluorophenyl}propane-1-sulfonamide